C(C)(C)OC1=CC=C(C=C1)C=1C(=NC=NC1)C1=CC(=C(C(=C1)OC)OC)OC 5-(4-Isopropoxyphenyl)-4-(3,4,5-trimethoxyphenyl)pyrimidine